[NH4+].FC=1C=CC(=C2C=COC21)S(=O)(=O)[O-] 7-fluorobenzofuran-4-sulfonic acid ammonium salt